1-(2,2-difluoroethyl)-6-methyl-1H-pyrazolo[3,4-b]pyridine FC(CN1N=CC=2C1=NC(=CC2)C)F